8-((4,6-difluoroindolin-1-yl)methyl)-N,N-diethyl-2-morpholino-4-oxo-4H-chromene-6-carboxamide FC1=C2CCN(C2=CC(=C1)F)CC=1C=C(C=C2C(C=C(OC12)N1CCOCC1)=O)C(=O)N(CC)CC